O=C1CC2C(N(C=N2)CC(=O)OC2C(C3CCC4(C5CCC6(C(C5CCC4C3(CC2)C)C(CC6)C(=COC(C)=O)C)C)C)(C)C)CC1 1-(1-acetoxyprop-1-en-2-yl)-3a,5b,8,8,11a-pentamethylicosahydro-1H-cyclopenta[a]chrysen-9-yl 2-(5-oxo-3a,4,5,6,7,7a-hexahydro-1H-benzo[d]imidazol-1-yl)acetate